(2-(trifluoromethyl)phenyl)benzo[d]oxazol-2-thiol FC(C1=C(C=CC=C1)C1=CC=CC2=C1N=C(O2)S)(F)F